((S)-4-(6-fluorobenzo[d]oxazol-2-yl)-6,7-dihydro-1H-imidazo[4,5-c]pyridin-5(4H)-yl)(2-((S)-1-hydroxyethyl)-4-methyloxazol-5-yl)methanone FC1=CC2=C(N=C(O2)[C@H]2N(CCC3=C2N=CN3)C(=O)C3=C(N=C(O3)[C@H](C)O)C)C=C1